COC=1C=C(C=CC1CN1C(N(CCC1)C1=CC(=C(C=C1)OC)OCCCCC)=O)CC#N 2-(3-methoxy-4-((3-(4-methoxy-3-(pentyloxy)phenyl)-2-oxotetrahydropyrimidin-1(2H)-yl)methyl)phenyl)acetonitrile